BrC1=CC=C2CN(C(N(C2=C1)C)=O)C 7-bromo-1,3-dimethyl-3,4-dihydroquinazolin-2(1H)-one